C(#N)C(CNC=1C(=CC=C2C=CC(=CC12)C1=CC=CC(=N1)C(=O)NC1CCN(CC1)CCO)OC)=C 6-{8-[(2-cyano-2-methylideneethyl)amino]-7-methoxynaphthalen-2-yl}-N-[1-(2-hydroxyethyl)piperidin-4-yl]pyridine-2-carboxamide